ClC=1C(N(C(=CC1OCC1=NC=C(C=C1F)F)C)C1=CC(=NC=C1C)C1=CC=CC=2[C@H](COC21)O)=O (R)-3-chloro-4-((3,5-difluoropyridin-2-yl)methoxy)-2'-((R)-3-hydroxy-2,3-dihydrobenzofuran-7-yl)-5',6-dimethyl-2H-[1,4'-bipyridinyl]-2-one